NC1=NC=C(C(=O)OC)C=C1C(C)C methyl 6-amino-5-isopropylnicotinate